6-(3-methyl-8,9,10,11-tetrahydro-3H-pyrazolo[4,3-a]phenanthridin-7-yl)benzo[d]thiazol-2-amine CN1N=CC=2C1=CC=C1N=C(C=3CCCCC3C21)C2=CC1=C(N=C(S1)N)C=C2